N2-(2-(1-(Cyclopropylsulfonyl)-1H-pyrazol-4-yl)pyrimidin-4-yl)-5-(5-(2-(dimethylamino)ethoxy)pyrazin-2-yl)-M-isopropylpyridine-2,4-diamine C1(CC1)S(=O)(=O)N1N=CC(=C1)C1=NC=CC(=N1)NC1=NC=C(C(=C1C(C)C)N)C1=NC=C(N=C1)OCCN(C)C